Cl.Cl.Cl.NC\C=C(\CN1C(=C(C2=NC(=CC=C21)C)CC2=CC=C(C=N2)S(=O)(=O)N(C)C)C)/F (Z)-6-((1-(4-amino-2-fluorobut-2-en-1-yl)-2,5-dimethyl-1H-pyrrolo[3,2-b]pyridin-3-yl)methyl)-N,N-dimethylpyridine-3-sulfonamide trihydrochloride